ClC=1C=C(C=C(C1)Cl)N1CCN(CC1)C(CCC(C(C)C)=O)=O 1-[4-(3,5-dichlorophenyl)piperazin-1-yl]-5-methyl-hexane-1,4-dione